R-ethyl-leucine C(C)N[C@H](CC(C)C)C(=O)O